O[C@@H]1[C@@H]2C[C@@H]([C@](C1)(C2(C)CO)C)O (+)-(1R,2S,4R,5S)-5,9-dihydroxyborneol